BrC1=CC=C(C=C1)NC(=O)NC(C(=O)NCC(=O)OC(C)(C)C)(C)C tert-butyl [(2-{[(4-bromophenyl)carbamoyl]amino}-2-methylpropanoyl)amino]acetate